COC1=C(CN2CC3N(C(C2)=O)CCNC3)C=CC(=C1)OC 2-(2,4-dimethoxybenzyl)octahydro-4H-pyrazino[1,2-a]pyrazin-4-one